COC1=CC2=C(N=C(S2)NCC(=O)NCCCCCC)C=C1 2-[(6-methoxy-2-benzo[d]thiazolyl)amino]-N-hexylacetamide